FC=1C=CC2=C(C1)C1=C(C(N(C(CO1)(C)C(NCC1=C(C=CC=C1OC)F)=O)CC(=O)O)=O)O2 2-(9-fluoro-3-((2-fluoro-6-methoxybenzyl)carbamoyl)-3-methyl-5-oxo-2,3-dihydrobenzofuro[2,3-f][1,4]oxazepin-4(5H)-yl)acetic acid